NC=1C=C2C(=CN(C2=CC1)C1=NC(=NC=C1F)NC1=CC(=CC=C1)N1CCN(CC1)CC)C(=O)N 5-amino-1-{2-[3-(4-ethyl-piperazin-1-yl)-phenylamino]-5-fluoro-pyrimidin-4-yl}-1H-indole-3-carboxylic acid amide